CC(=O)N[C@@H]1[C@H](C[C@@](O[C@H]1[C@@H]([C@@H](CO)O)O)(C(=O)O)O[C@@H]2[C@H]([C@@H](O[C@@H]([C@@H]2O)CO)O[C@@H]3[C@H](O[C@H]([C@@H]([C@H]3O)NC(=O)C)O)CO)NC(=O)C)O The molecule is an amino trisaccharide comprised of alpha-neuraminic acid, N-acetyl-beta-D-galactosamine and N-acetyl-beta-D-glucosamine residues linked sequentially (2->3) and (1->4). It is an amino trisaccharide, a galactosamine oligosaccharide and a glucosamine oligosaccharide.